methyl 2-((tert-butoxycarbonyl)amino)-7-((2'-Chloro-3'-methyl-[1,1'-biphenyl]-2-yl)oxy)-1,2,3,4-tetrahydronaphthalene-2-carboxylate C(C)(C)(C)OC(=O)NC1(CC2=CC(=CC=C2CC1)OC1=C(C=CC=C1)C1=C(C(=CC=C1)C)Cl)C(=O)OC